triethoxy(3-((tetrahydro-2H-pyran-2-yl)oxy)propyl)silane Tert-butyl-(4S)-5-amino-5-oxo-4-[1-oxo-6-(4-piperidyl)isoindolin-2-yl]pentanoate C(C)(C)(C)OC(CC[C@@H](C(=O)N)N1C(C2=CC(=CC=C2C1)C1CCNCC1)=O)=O.C(C)O[Si](CCCOC1OCCCC1)(OCC)OCC